(2R,4S)-4-fluoro-N-(2-fluoro-4-((4-(1-isopropyl-1H-pyrazol-4-yl)-5-methylpyrimidin-2-yl)amino)phenyl)pyrrolidine-2-carboxamide F[C@H]1C[C@@H](NC1)C(=O)NC1=C(C=C(C=C1)NC1=NC=C(C(=N1)C=1C=NN(C1)C(C)C)C)F